N-((2,6-dihydroxy-3'-methyl-4-pentyl-[1,1'-biphenyl]-3-yl)methyl)-N-methylacetamide OC1=C(C(=CC(=C1CN(C(C)=O)C)CCCCC)O)C1=CC(=CC=C1)C